4-(8-(5-(5-chloro-6-isopropoxypyridin-3-yl)-1,2,4-oxadiazol-3-yl)-2,3-dihydro-cyclopenta[b]indol-4(1H)-yl)butyric acid ClC=1C=C(C=NC1OC(C)C)C1=NC(=NO1)C=1C=2C3=C(N(C2C=CC1)CCCC(=O)O)CCC3